ClC1=NC=CC=C1C(=O)NC1=CC=C(C=C1)N1C2=C(NC(CC1=O)=O)C1=CC=CC=C1C=C2 5-[4-[(2-chloropyridine-3-yl)carbonylamino]phenyl]-1H-naphtho[1,2-b][1,4]diazepine-2,4(3H,5H)-dione